C(#N)C1=C(C=CC(=C1)OC)SC=1C=2N(C=C(C1)C=1C=NN(C1C)C1CCN(CC1)C)N=CC2C#N 4-((2-cyano-4-methoxyphenyl)thio)-6-(5-methyl-1-(1-methylpiperidin-4-yl)-1H-pyrazol-4-yl)pyrazolo[1,5-a]pyridine-3-carbonitrile